cosene C=CCCCCCCCCCCCCCCCCCC